C(C)S(=O)(=O)C1=CC2=C(NC(N2C)=O)C=C1C1=NC2=C(C=NC(=C2)C(F)(F)F)N1C 5-ethylsulfonyl-3-methyl-6-[3-methyl-6-(trifluoromethyl)imidazo[4,5-c]pyridin-2-yl]-1H-benzimidazol-2-one